6-(2-Chloro-5-methylpyrimidin-4-yl)-3-(trifluoromethyl)-5,6,7,8-tetrahydro-1,6-naphthyridine ClC1=NC=C(C(=N1)N1CC=2C=C(C=NC2CC1)C(F)(F)F)C